C(C)N1CCCC2=CC=CC(=C12)CN1CC2(C1)CCN(CC2)C(=O)OC(C)(C)C tert-butyl 2-((1-ethyl-1,2,3,4-tetrahydroquinolin-8-yl) methyl)-2,7-diazaspiro[3.5]nonane-7-carboxylate